ClCC1=CC(=NN1C1=CC(=C(C=C1)F)F)C(F)(F)F 5-(chloromethyl)-1-(3,4-difluorophenyl)-3-(trifluoromethyl)pyrazole